3-{4-[(2-anilino-4-pyridinyl)oxy]phenyl}-1-[3-(trifluoromethyl)phenyl]-2,4-imidazolidinedione N(C1=CC=CC=C1)C1=NC=CC(=C1)OC1=CC=C(C=C1)N1C(N(CC1=O)C1=CC(=CC=C1)C(F)(F)F)=O